(S,Z)-(4-(1-(4-(4-(4-(2-(2,6-dioxopiperidin-3-yl)-1-oxoisoindolin-5-yl)piperazine-1-carbonyl)piperazin-1-yl)phenyl)-2-phenylbut-1-en-1-yl)phenyl)boronic acid O=C1NC(CC[C@@H]1N1C(C2=CC=C(C=C2C1)N1CCN(CC1)C(=O)N1CCN(CC1)C1=CC=C(C=C1)\C(=C(\CC)/C1=CC=CC=C1)\C1=CC=C(C=C1)B(O)O)=O)=O